C1OCC12CN(C2)C2CC1(CC2)CCN(CC1)C(=O)OCC1=CC=CC=C1 benzyl 2-(2-oxa-6-azaspiro[3.3]hept-6-yl)-8-azaspiro[4.5]decane-8-carboxylate